1-(3-sulfopropyl)-2-vinyl-pyridinium S(=O)(=O)(O)CCC[N+]1=C(C=CC=C1)C=C